C(C)OC(CC(CC)=O)=O Propoylacetic acid ethyl ester